ClC=1N(C2=CC=CC=C2C1/C=N/NC(=O)C=1OC2=C(C1)C=C(C=C2)C)CC(=O)OC Methyl (E)-2-(2-chloro-3-((2-(5-methylbenzofuran-2-carboyl)hydrazinylidene)methyl)-1H-indol-1-yl)acetate